hexylthiazolidine C(CCCCC)C1SCCN1